1-(2-hydroxy-3-methoxypropyl)-4-butylpiperazine OC(CN1CCN(CC1)CCCC)COC